C(#N)C1=CC=C(C=C1)S(=O)(=O)Cl (4-Cyanophenyl)sulfonyl chloride